CN(C(CN1N=CC(=C1)B1OC(C(O1)(C)C)(C)C)=O)C N,N-dimethyl-2-(4-(4,4,5,5-tetramethyl-1,3,2-dioxaborolan-2-yl)-1H-pyrazol-1-yl)acetamide